tert-Butyl 2-((2S,6R)-4-(2-(benzyloxy)ethyl)-2,6-dimethylpiperazin-1-yl)acetate C(C1=CC=CC=C1)OCCN1C[C@@H](N([C@@H](C1)C)CC(=O)OC(C)(C)C)C